6-(2-(3-(3-Chloropyridin-2-yl)-5-cyclopropylisoxazol-4-yl)-7-azaspiro[3.5]non-1-en-7-yl)chinolin ClC=1C(=NC=CC1)C1=NOC(=C1C1=CC2(C1)CCN(CC2)C=2C=C1C=CC=NC1=CC2)C2CC2